C(C1=CC=CC=C1)OC1=CC(=CC(=C1)C1CC1)Br 1-benzyloxy-3-bromo-5-cyclopropyl-benzene